2-Fluoro-2-(4-(1-(4-(trifluoromethoxy)phenyl)-1H-1,2,4-triazol-3-yl)phenyl)ethyl (Z)-(4-oxo-3-(5,6,7,8-tetrahydronaphthalen-1-yl)thiazolidin-2-ylidene)carbamate O=C1N(/C(/SC1)=N/C(OCC(C1=CC=C(C=C1)C1=NN(C=N1)C1=CC=C(C=C1)OC(F)(F)F)F)=O)C1=CC=CC=2CCCCC12